C(=O)C=1C(=NC=CC1NC(OC(C)(C)C)=O)C1=C(C=CC=C1)OC([2H])([2H])[2H] tert-butyl (3-formyl-2-{2-[(2H3)methyloxy]phenyl}pyridin-4-yl)carbamate